5-{2-[2-(6-chloro-2-methylquinoline-8-sulfonamido)phenyl]ethynyl}pyridine-2-carboxylic acid ClC=1C=C2C=CC(=NC2=C(C1)S(=O)(=O)NC1=C(C=CC=C1)C#CC=1C=CC(=NC1)C(=O)O)C